C1=C(C=CC2=CC(=CC=C12)C1=CC=C(C=C1)N1C2=CC=CC=C2C=2C=C(C=CC12)C1=CC=C(C=C1)C1=CC2=CC=CC=C2C=C1)C1=CC2=CC=CC=C2C=C1 9-[4-(2,2'-Binaphthalen-6-yl)phenyl]-3-[4-(2-naphthyl)phenyl]-9H-carbazole